3-Methyl-1-(3-(trifluoromethyl)benzyl)-1H-indol-5-amine CC1=CN(C2=CC=C(C=C12)N)CC1=CC(=CC=C1)C(F)(F)F